((1S,3r)-3-(4-(2-fluorophenyl)-5-(5-(methylsulfonyl)pyridin-2-yl)-4H-1,2,4-triazol-3-yl)cyclobutyl)-1,5-naphthyridine-4-carboxamide FC1=C(C=CC=C1)N1C(=NN=C1C1=NC=C(C=C1)S(=O)(=O)C)C1CC(C1)C1=NC2=CC=CN=C2C(=C1)C(=O)N